N-(1-(difluoromethyl)-2-oxo-1,2-dihydropyridin-3-yl)-7-isopropoxy-2-((1R,4S)-1-methyl-2-oxabicyclo[2.2.1]heptan-4-yl)imidazo[1,2-a]pyridine-6-carboxamide FC(N1C(C(=CC=C1)NC(=O)C=1C(=CC=2N(C1)C=C(N2)[C@]21CO[C@](CC2)(C1)C)OC(C)C)=O)F